CN(CCN(C1=C(C=C(C(=C1)OC)NC1=NC=CC(=N1)C1=CN=C2N1C=CC=C2OC)NC(C=C)=O)C)C N-(2-((2-(dimethylamino)ethyl)(methyl)amino)-4-methoxy-5-((4-(8-methoxyimidazo[1,2-a]-pyridin-3-yl)pyrimidin-2-yl)amino)phenyl)acrylamide